C1(=CC=CC=C1)N(C(=O)NC1=CC=CC=C1)C1=CC=CC=C1 N,N,N'-triphenylurea